FC(C(=O)O)(F)F.ClC1=C(C=C(C=C1)C(CNCC(C)C)C1=CC=CC=C1)C=1C(=CC=C(C1F)OCCOC)C(=O)N 2'-chloro-6-fluoro-5'-(2-(isobutylamino)-1-phenylethyl)-5-(2-methoxyethoxy)-[1,1'-biphenyl]-2-carboxamide trifluoroacetate